BrC1=CC(=C(C=C1)O)C 4-bromo-2-methyl-Phenol